4-(methylthio)benzylamine CSC1=CC=C(CN)C=C1